(Z)-3-(1-(1H-pyrrol-2-yl)ethylidene)-5-bromoindolin-2-one N1C(=CC=C1)\C(\C)=C\1/C(NC2=CC=C(C=C12)Br)=O